FC1=CC=C(CCC2=NNC(=C2)C(=O)O)C=C1 3-(4-fluorophenethyl)-1H-pyrazole-5-carboxylic acid